2-bromo-3-fluoro-4-((4-methoxybenzyl)oxy)-1-nitrobenzene BrC1=C(C=CC(=C1F)OCC1=CC=C(C=C1)OC)[N+](=O)[O-]